ClC=1C=C(C=CC1F)NC(N(C=1C=NC(=CC1)OC)CC1=NNC(=C1C)C)=O 3-(3-chloro-4-fluorophenyl)-1-((4,5-dimethyl-1H-pyrazol-3-yl)methyl)-1-(6-methoxypyridin-3-yl)urea